C([C@@H]1[C@H]([C@@H]([C@H]([C@@H](O1)O)O)O)O)O β-Dextrose